BrCCN1C(C2=CC=CC=C2C1=O)=O 2-(2-bromoethyl)isoindoline-1,3-dione